[O-]CCC.[Zr+4].[O-]CCC.[O-]CCC.[O-]CCC zirconium N-propoxide